methyl ((1R,5S,8s)-3-(5-(6-(3-cyanopyrrolo[1,2-b]pyridazin-7-yl)-4-(isopropylamino)pyridin-3-yl)-1,3,4-thiadiazol-2-yl)-3-azabicyclo[3.2.1]octan-8-yl)carbamate C(#N)C1=CC=2N(N=C1)C(=CC2)C2=CC(=C(C=N2)C2=NN=C(S2)N2C[C@H]1CC[C@@H](C2)C1NC(OC)=O)NC(C)C